3-chloro-N-(3-(2-methoxyphenethyl)-4-oxo-3,4-dihydroquinazolin-5-yl)-4-((2-(trimethylsilyl)ethoxy)methoxy)benzamide ClC=1C=C(C(=O)NC2=C3C(N(C=NC3=CC=C2)CCC2=C(C=CC=C2)OC)=O)C=CC1OCOCC[Si](C)(C)C